C(C)(C)(C)C=1C=CC2=C(N=C(O2)C=2SC=CC2)C1 (5-tert-butyl-benzoxazol-2-yl)thiophene